2,5-bis((E)-3-methoxybenzylidene)cyclopentan-1-one COC=1C=C(\C=C/2\C(/C(/CC2)=C/C2=CC(=CC=C2)OC)=O)C=CC1